C(C)(=O)OC1([C@H](O[C@@H]2OC(O[C@@H]21)(C)C)COC(C(=O)OCC)(C(=O)OCC)CC2=CC=CC=C2)C#C diethyl 2-(((3ar,5r,6ar)-6-acetoxy-6-ethynyl-2,2-dimethyltetrahydrofurano[2,3-d][1,3]dioxol-5-yl) methoxy)-2-phenylmethylmalonate